N1=CC(=CC2=CC=CC=C12)C=1OC(=C(N1)C1=CC=C(C=C1)C(F)(F)F)N1C=CC=2C=CC=NC2C1=O 7-(2-(quinolin-3-yl)-4-(4-(trifluoromethyl)phenyl)oxazol-5-yl)-1,7-naphthyridin-8(7H)-one